D-tryptophanyl-amine N[C@H](CC1=CNC2=CC=CC=C12)C(=O)N